5-methylene-2,3-dihydrobenzofuran C=C1C=CC2=C(CCO2)C1